(4-bromo-3-nitrophenyl)(ethyl)carbamic acid tert-butyl ester C(C)(C)(C)OC(N(CC)C1=CC(=C(C=C1)Br)[N+](=O)[O-])=O